ClC1=CC=C(C(=N1)C1=CC(N(C=C1)C)=O)NC(C)C=1C=2C3=C(N(C(C2C=C(C1)C)=O)C)N(N=C3)C3CCN(CC3)C 9-[1-[[6-chloro-2-(1-methyl-2-oxo-4-pyridyl)-3-pyridyl]amino]ethyl]-4,7-dimethyl-3-(1-methyl-4-piperidyl)pyrazolo[3,4-c]isoquinolin-5-one